(6-((2-((5-ethyl-2-methoxy-6-(1-methylpiperidin-4-yl)pyridin-3-yl)amino)-7H-pyrrolo[2,3-d]pyrimidin-4-yl)amino)quinoxalin-5-yl)dimethyl-phosphine oxide C(C)C=1C=C(C(=NC1C1CCN(CC1)C)OC)NC=1N=C(C2=C(N1)NC=C2)NC=2C(=C1N=CC=NC1=CC2)P(C)(C)=O